C1=CC=CC=2C3=CC=CC=C3C(C12)COC(=O)N(C)C[C@@H]1CN(C[C@H](O1)C1=CC(=NC(=C1)C1=NC=NC(=C1)C(NC)=O)Cl)C(=O)OC(C)(C)C trans-tert-butyl 2-(((((9H-fluoren-9-yl)methoxy)carbonyl)(methyl)amino)methyl)-6-(2-chloro-6-(6-(methylcarbamoyl)pyrimidin-4-yl)pyridin-4-yl)morpholine-4-carboxylate